5-bromo-3-cyclopropyl-salicylaldehyde BrC1=CC(=C(C(C=O)=C1)O)C1CC1